6-methyl-N-(1-methylcyclopropyl)-5-[4-(prop-2-yloxy)-5h,6h,7h,8h-pyrido[3,4-d]pyrimidine-7-carbonyl]furo[2,3-d]pyrimidin-4-amine CC1=C(C2=C(N=CN=C2NC2(CC2)C)O1)C(=O)N1CC=2N=CN=C(C2CC1)OC(C)C